NCCCNC1=NC(=NC(=C1)C)NC(=O)NC1=CC=C(C=C1)OC(C)C 1-(4-((3-aminopropyl)amino)-6-methylpyrimidin-2-yl)-3-(4-isopropoxyphenyl)urea